tert-butyl 6-chloro-8-(3-ethoxy-3-oxo-propyl)-4-methyl-chromane-4-carboxylate ClC=1C=C2C(CCOC2=C(C1)CCC(=O)OCC)(C(=O)OC(C)(C)C)C